5-amino-3-(4-bromophenyl)-1-[trans-4-hydroxytetrahydrofuran-3-yl]pyrazole-4-carbonitrile NC1=C(C(=NN1[C@@H]1COC[C@H]1O)C1=CC=C(C=C1)Br)C#N